ClC1=CNC=2N=C(N=C(C21)NCCOC)NC2=CC=C(C1=C2OCCO1)C(=O)N1CCC(CC1)N1CCOCC1 (8-((5-chloro-4-((2-methoxyethyl)amino)-7H-pyrrolo[2,3-d]pyrimidin-2-yl)amino)-2,3-dihydrobenzo[b][1,4]dioxin-5-yl)(4-morpholinopiperidin-1-yl)methanone